3-(4-((4-(4-(8-(7-Acetyl-3-(tetrahydro-2H-pyran-4-yl)-5,6,7,8-tetrahydroimidazo[1,5-a]pyrazin-1-yl)isoquinolin-3-yl)phenoxy)but-2-yn-1-yl)oxy)-1-oxoisoindolin-2-yl)piperidine-2,6-dione C(C)(=O)N1CC=2N(CC1)C(=NC2C=2C=CC=C1C=C(N=CC21)C2=CC=C(OCC#CCOC1=C3CN(C(C3=CC=C1)=O)C1C(NC(CC1)=O)=O)C=C2)C2CCOCC2